NC=1C=CC(=NC1)N1[C@@H]2CN([C@H](C1)C2)C(=O)OC(C)(C)C (1S,4S)-tert-butyl 5-(5-aminopyridin-2-yl)-2,5-diazabicyclo[2.2.1]heptane-2-carboxylate